(S)-5-(2-(2-methylazetidin-1-yl)-6,7-dihydro-5H-cyclopenta[d]pyrimidin-4-yl)-1H-pyrazolo[3,4-c]pyridin-3-amine C[C@@H]1N(CC1)C=1N=C(C2=C(N1)CCC2)C=2C=C1C(=CN2)NN=C1N